BrC1=CC=C2CC\3C(OC(/C3=C/O[C@@H]3OC(C(=C3)C)=O)=O)C2=C1 (±)-(E)-7-bromo-3-((((R)-4-methyl-5-oxo-2,5-dihydrofuran-2-yl)oxy)methylene)-3,3a,4,8b-tetrahydro-2H-indeno[1,2-b]furan-2-one